O[C@@H](CN(C(OC(C)(C)C)=O)C[C@H](C=C)O)C=C tert-butyl [(2R)-2-hydroxybut-3-en-1-yl][(2S)-2-hydroxybut-3-en-1-yl]carbamate